C1(CC1)C=1C=C(C=C2C(=NNC12)C1=C(C(=O)N)C=CC(=C1)F)F (7-cyclopropyl-5-fluoro-1H-indazol-3-yl)-4-fluorobenzamide